2-(2-((3R,4R)-3-Amino-4-fluoropiperidin-1-yl)-5,6-difluoro-1H-benzo[d]imidazol-1-yl)-1-(4-(3-methylpiperidin-1-carbonyl)piperidin-1-yl)ethan-1-on N[C@@H]1CN(CC[C@H]1F)C1=NC2=C(N1CC(=O)N1CCC(CC1)C(=O)N1CC(CCC1)C)C=C(C(=C2)F)F